(1S,5R)-3-(8-cyanoquinolin-5-yl)-N-(((S)-4-(methyl-d3)morpholin-2-yl)methyl)-5-(trifluoromethyl)-3-azabicyclo[3.1.0]hexane-1-carboxamide C(#N)C=1C=CC(=C2C=CC=NC12)N1C[C@@]2(C[C@@]2(C1)C(F)(F)F)C(=O)NC[C@H]1CN(CCO1)C([2H])([2H])[2H]